1-(5-(2-((4-(trifluoromethyl)phenyl)amino)phenyl)-1,3,4-oxadiazol-2-yl)imidazolidin-2-one FC(C1=CC=C(C=C1)NC1=C(C=CC=C1)C1=NN=C(O1)N1C(NCC1)=O)(F)F